The molecule is an N-methyl-3-phenyl-3-[4-(trifluoromethyl)phenoxy]propan-1-amine that has R configuration. [The antidepressant drug fluoxetine is a racemate comprising equimolar amounts of (R)- and (S)-fluoxetine]. It has a role as an antidepressant and a serotonin uptake inhibitor. It is a conjugate base of a (R)-fluoxetine(1+). It is an enantiomer of a (S)-fluoxetine. CNCC[C@H](C1=CC=CC=C1)OC2=CC=C(C=C2)C(F)(F)F